C(C)(C)(C)OC(=O)NC=1N=C2N(C=C(N=C2C)CNC(OC(C)(C)C)=O)C1 tert-butyl N-[[2-(tert-butoxycarbonylamino)-8-methyl-imidazo[1,2-a]pyrazin-6-yl]methyl]carbamate